14-((2-(2,6-dioxopiperidin-3-yl)-1,3-dioxoisoindolin-4-yl)amino)-3,6,9,12-tetraoxatetradecanal O=C1NC(CCC1N1C(C2=CC=CC(=C2C1=O)NCCOCCOCCOCCOCC=O)=O)=O